C(C1=CC=CC=C1)N(P(O)(O)=O)CC1=CC=CC=C1.P(OCC1=CC=CC=C1)(OCC1=CC=CC=C1)(=O)N dibenzyl phosphoramidate (dibenzyl phosphoramidate)